BrC1=C(C=O)C=C(C=C1)OC1=CC=C(C=C1)C.[At] astatine 2-bromo-5-(4-methylphenoxy)benzaldehyde